2',5'-dichloro-4-((3,5-difluoropyridin-2-yl)ethoxy)-6-methyl-2H-[1,4'-bipyridine] ClC1=NC=C(C(=C1)N1CC=C(C=C1C)OCCC1=NC=C(C=C1F)F)Cl